CC=1SC(=C(N1)C)C(=O)N[C@H](C(=O)NC=1C(N(C=CC1)CC(=O)NC1C2CC3CC(CC1C3)C2)=O)CCC(C(=O)NC)=O (S)-2-(2,4-Dimethylthiazol-5-carboxamido)-N1-(1-(2-(2-adamantylamino)-2-oxoethyl)-2-oxo-1,2-dihydropyridin-3-yl)-N6-methyl-5-oxohexandiamid